tert-butyl 6-(1-(4-fluoro-2-(isopropyl(methyl)carbamoyl)phenyl)-1H-pyrrolo[2,3-c]pyridin-3-yl)-3,4-dihydroisoquinoline-2(1H)-carboxylate FC1=CC(=C(C=C1)N1C=C(C=2C1=CN=CC2)C=2C=C1CCN(CC1=CC2)C(=O)OC(C)(C)C)C(N(C)C(C)C)=O